5-(1,1-dimethylethyl)pyrazole-3-carboxylic acid ethyl ester C(C)OC(=O)C1=NNC(=C1)C(C)(C)C